tert-Butyl (2-(2-(2,5-diaminopentanamido)ethoxy)ethyl)carbamate NC(C(=O)NCCOCCNC(OC(C)(C)C)=O)CCCN